5-(4-(aminomethyl)phenyl)-1-methyl-1,8-naphthyridin-2(1H)-one hydrochloride Cl.NCC1=CC=C(C=C1)C1=C2C=CC(N(C2=NC=C1)C)=O